FC=1C=C2C(=CN(C2=CC1)C1CCN(CC1)[C@@H]1CC[C@@H](CC1)C(C)C)CN1CCCC1 5-fluoro-1-(1-(cis-4-isopropylcyclohexyl)piperidin-4-yl)-3-(pyrrolidin-1-ylmethyl)-1H-indole